COC1=C(C=CC(=C1)OC)N1N=C2C(=CC1=O)NN=C2C2=CC=C(C=C2)C=2CCN(CC2)C 5-(2,4-Dimethoxyphenyl)-3-(4-(1-methyl-1,2,3,6-tetrahydropyridin-4-yl)phenyl)-1H-pyrazolo[4,3-c]pyridazin-6(5H)-on